N1C=CC2=CC(=CC=C12)C(=O)N1CCN(CC1)C1=C(C=CC=C1)/C=C/C(=O)NO (E)-3-(2-(4-(1H-indole-5-carbonyl)piperazin-1-yl)phenyl)-N-hydroxyacrylamide